C(C1=CC=CC=C1)OC(=O)NCCCC[C@@H](C(=O)OC(C)(C)C)NC(NC=1C=C(C=C(C(=O)OC)C1)C(=O)OC)=O (S)-Dimethyl 5-(3-(6-(((benzyloxy)carbonyl)amino)-1-(tert-butoxy)-1-oxohexan-2-yl)ureido)isophthalate